C1(=CCCCC1)CCO 1-Cyclohexene-1-ethanol